N-(3-(4-methylpent-1-yloxy)propyl)-3-(imidazolyl)propan-1-amine CC(CCCOCCCNCCCC=1NC=CN1)C